(R)-N-(2-(4-(4-cyclopropylpiperazin-1-yl)piperidin-1-yl)-5-((6-(3-(3-fluoro-5-(1-methyl-1H-pyrazol-4-yl)phenyl)isooxazolidin-2-yl)pyrimidin-4-yl)amino)-4-methoxyphenyl)acrylamide C1(CC1)N1CCN(CC1)C1CCN(CC1)C1=C(C=C(C(=C1)OC)NC1=NC=NC(=C1)N1OCC[C@@H]1C1=CC(=CC(=C1)C=1C=NN(C1)C)F)NC(C=C)=O